1-(4-methoxybenzyl)-3-(3-(4-methoxybenzyl)-2-oxo-5-(piperazin-1-yl)-2,3-dihydro-1H-benzo[d]imidazol-1-yl)piperidine-2,6-dione COC1=CC=C(CN2C(C(CCC2=O)N2C(N(C3=C2C=CC(=C3)N3CCNCC3)CC3=CC=C(C=C3)OC)=O)=O)C=C1